(cyclopropanecarbonyl)-3-(6-methoxypyridin-3-yl)-3,6-diazabicyclo[3.2.1]octan C1(CC1)C(=O)C12CN(CC(NC1)C2)C=2C=NC(=CC2)OC